ammonium toluenesulfinate C(C1=CC=CC=C1)S(=O)[O-].[NH4+]